(R)-5-(2,4-dimethylpiperazin-1-yl)-2-nitrobenzoic acid ethyl ester C(C)OC(C1=C(C=CC(=C1)N1[C@@H](CN(CC1)C)C)[N+](=O)[O-])=O